(((R)-1-((R)-3-cyclohexyl-2-methylpropanoyl)-4-hydroxy-3,3-dimethylpiperidin-4-yl)methyl)-6-oxo-4-phenyl-1,6-dihydropyridine-3-carboxylic acid C1(CCCCC1)C[C@H](C(=O)N1CC([C@@](CC1)(O)CN1C=C(C(=CC1=O)C1=CC=CC=C1)C(=O)O)(C)C)C